C(C)C(COP(O)(=O)C(N)CC(CCCC)CC)CCCC 2-Ethylhexyl-aminomethylphosphonic acid mono(2-ethylhexyl) ester